acryloyloxypropylmethyl-bis(trimethylsiloxy)silane (S)-1-(3-chlorophenyl)ethyl-(6-(((6-cyclopropylimidazo[1,2-a]pyridin-2-yl)methyl)amino)pyrimidin-4-yl)carbamate ClC=1C=C(C=CC1)[C@H](C)N(C(O)=O)C1=NC=NC(=C1)NCC=1N=C2N(C=C(C=C2)C2CC2)C1.C(C=C)(=O)OCCC[Si](O[Si](C)(C)C)(O[Si](C)(C)C)C